Cl.CN(CCCOC1=NC=C(C=C1NS(=O)(=O)N1CCOCC1)C1=CC=2C3=C(C=NC2C=C1)N(C(C31CCC1)=O)C)C N-(2-(3-(Dimethylamino)propoxy)-5-(3'-methyl-2'-oxo-2',3'-dihydrospiro[cyclobutane-1,1'-pyrrolo[2,3-c]quinolin]-8'-yl)pyridin-3-yl)morpholine-4-sulfonamide hydrochloride